Cl.C(N)(=N)C=1C=C(CC(C(=O)N)C)C=CC1Cl (3-carbamimidoyl-4-chlorobenzyl)propionamide hydrochloride